1-propenyl-sulfenate C(=CC)OS